2,4-dihydroxy-N-(4-(hydroxycarbamoyl)benzyl)-5-isopropyl-N-methylbenzamide OC1=C(C(=O)N(C)CC2=CC=C(C=C2)C(NO)=O)C=C(C(=C1)O)C(C)C